C1(CC1)C=1C(=CC(N2C(CS(C12)(=O)=O)C(=O)O)=O)CC1=CC=CC2=CC=CC=C12 7-cyclopropyl-6-[(1-naphthyl)methyl]-1,1-dioxo-4-oxo-1-thia-3a-aza-3-indanecarboxylic acid